4-bromo-6-chloro-5-ethyl-1-(tetrahydro-2H-pyran-2-yl)-1H-indazole BrC1=C2C=NN(C2=CC(=C1CC)Cl)C1OCCCC1